N(=C=O)C1(C(C(=CC=C1)N=C=O)C)C 1,3-diisocyanatoo-xylene